Trisodium (2R,2'R,2''R,3S,3'S,3''S,4R,4'R,4''R,5R,5'R,5''R)-6,6',6''-(((3-(heptadecyldimethylammonio)propyl)silanetriyl)tris(oxy))tris(2,3,4,5-tetrahydroxyhexanoate) C(CCCCCCCCCCCCCCCC)[N+](CCC[Si](OC[C@H]([C@H]([C@@H]([C@H](C(=O)[O-])O)O)O)O)(OC[C@H]([C@H]([C@@H]([C@H](C(=O)[O-])O)O)O)O)OC[C@H]([C@H]([C@@H]([C@H](C(=O)[O-])O)O)O)O)(C)C.[Na+].[Na+].[Na+]